sulfanyl-thiazolyl-resorcinol SC1=C(C(=C(O)C=C1)C=1SC=CN1)O